(R)-N-cyclopropyl-N-(pyrrolidin-3-ylmethyl)cyclopropanamine dihydrochloride Cl.Cl.C1(CC1)N(C1CC1)C[C@H]1CNCC1